9-fluorenylmethoxycarbonyl-tryptophan C1=CC=CC=2C3=CC=CC=C3C(C12)COC(=O)N[C@@H](CC1=CNC2=CC=CC=C12)C(=O)O